FC1=C(C(=CC=C1)C)N1CCN(CC1)C1=CC=2C(=NC(=CN2)C)N(C1=O)CC1=NC=CN=C1OC1OCCCC1 7-(4-(2-fluoro-6-methylphenyl)piperazin-1-yl)-3-methyl-5-((3-((tetrahydro-2H-pyran-2-yl)oxy)pyrazin-2-yl)methyl)pyrido[2,3-b]pyrazin-6(5H)-one